6-(5,6,7,8-tetrahydroimidazo[1,2-a]pyridin-7-ylmethylamino)pyridine-3-carbonitrile N=1C=CN2C1CC(CC2)CNC2=CC=C(C=N2)C#N